8-(4-chlorophenyl)-2-ethoxy-7-methoxy-1,6-naphthyridine ClC1=CC=C(C=C1)C=1C(=NC=C2C=CC(=NC12)OCC)OC